[N+](=O)([O-])C1=C(C=CC=C1)S(=O)(=O)N1CC=2N(CCC1)N=C(C2)CO [5-(2-nitrophenyl)sulfonyl-4,6,7,8-tetrahydropyrazolo[1,5-a][1,4]diazepin-2-yl]methanol